ADAMANTANE-1-AMINE C12(CC3CC(CC(C1)C3)C2)N